Cl.CNCCNS(=O)(=O)C1=CC=CC2=CC=CC=C12 N-[2'-(methylamino)ethyl]naphthalene-1-sulfonamide hydrochloride